C=1(C(=CC=CC1)[2H])C1=CC=C(C=C1)C1=CC=CC=C1 p-terphenyl-d